Tert-butyl 4-(2,3-dihydro-1H-pyrrolo[2,3-b]pyridin-4-yl)-2,2-dimethylpiperazine-1-carboxylate N1CCC=2C1=NC=CC2N2CC(N(CC2)C(=O)OC(C)(C)C)(C)C